FC1(CC1)CNC=1N=CC2=C(N1)NC=C2C2=NC=1N(C=C2)N=CC1 N-((1-fluorocyclopropyl)methyl)-5-(pyrazolo[1,5-a]pyrimidin-5-yl)-7H-pyrrolo[2,3-d]pyrimidin-2-amine